Fmoc-4-iodo-L-phenylalanine C(=O)(OCC1C2=CC=CC=C2C2=CC=CC=C12)N[C@@H](CC1=CC=C(C=C1)I)C(=O)O